C(C)(=O)O[C@H]1[C@@H]([C@H]([C@@H](O[C@H]1OC1=CC=C(C=C1)C(\C=C\C1=CC=CC=C1)=O)COC(C)=O)O[C@H]1O[C@H]([C@@H]([C@H]([C@@H]1OC(C)=O)OC(C)=O)OC(C)=O)COC(C)=O)CC(=O)O 2-[(2S,3R,4R,5S,6S)-5-Acetyloxy-2-(acetyloxymethyl)-6-[4-[(E)-3-phenylprop-2-enoyl]phenoxy]-3-[(2S,3S,4R,5S,6S)-3,4,5-triacetyloxy-6-(acetyloxymethyl)oxan-2-yl]oxyoxan-4-yl]acetic acid